sulfur dioxide, magnesium salt [Mg].S(=O)=O